2,6-bis(2,4,5-triethyloxyphenyl)-4-(4-bis(4-methyl-phenyl)aminophenyl)pyridine C(C)OC1=C(C=C(C(=C1)OCC)OCC)C1=NC(=CC(=C1)C1=CC=C(C=C1)N(C1=CC=C(C=C1)C)C1=CC=C(C=C1)C)C1=C(C=C(C(=C1)OCC)OCC)OCC